5-fluoro-N-((1R,2S)-1-(((S)-3-oxo-1-((S)-2-oxopyrrolidin-3-yl)-4-(trifluoromethoxy)butan-2-yl)carbamoyl)-2-vinylcyclopropyl)-1H-indole-2-carboxamide FC=1C=C2C=C(NC2=CC1)C(=O)N[C@]1([C@@H](C1)C=C)C(N[C@@H](C[C@H]1C(NCC1)=O)C(COC(F)(F)F)=O)=O